C1(CCCC1)C(=O)N1CCC(CC1)CN1[C@@H]([C@H]([C@@H]([C@H](C1)O)O)O)CO cyclopentyl-(4-(((2r,3r,4r,5s)-3,4,5-trihydroxy-2-(hydroxymethyl)piperidin-1-yl)methyl)piperidin-1-yl)methanone